FC1=C(C=C2C=CN(C(C2=C1)=O)CCC[C@H](C#C)NC=1C=NNC(C1C(F)(F)F)=O)C1=NC=C(C=N1)C(F)(F)F 7-fluoro-2-[(4R)-4-[[6-oxo-5-(trifluoromethyl)-1H-pyridazin-4-yl]amino]hex-5-ynyl]-6-[5-(trifluoromethyl)pyrimidin-2-yl]isoquinolin-1-one